C(C)(=O)N1CCN(CC1)C=1C=CC(=NC1)N1N=CC(=C1)C(=O)NC1=CC(=CC(=C1)S(=O)(=O)C)Br 1-[5-(4-acetylpiperazin-1-yl)pyridin-2-yl]-N-(3-bromo-5-methylsulfonylphenyl)pyrazole-4-carboxamide